N-hydroxy-3-((2-(2-p-tolyl-4,5-dihydro-1H-imidazol-1-yl)ethyl)amino)propanamide ONC(CCNCCN1C(=NCC1)C1=CC=C(C=C1)C)=O